C(C)(C)(C)OC(=O)N1[C@H](CC[C@@H](C1)NC(COC1=CC(=C(C=C1)Cl)F)=O)C(NC1=NC(=CN=C1)C(F)(F)F)=O (2r,5s)-5-[2-(4-chloro-3-fluorophenoxy)acetamido]-2-{[6-(trifluoromethyl)pyrazin-2-yl]carbamoyl}piperidine-1-carboxylic acid tert-butyl ester